tert-butyl (3-((3-aminopropyl)(methyl)-amino)propyl)carbamate NCCCN(CCCNC(OC(C)(C)C)=O)C